3-(perfluorononyl) propylene oxide FC(C(C(C(C(C(C(C(C(F)(F)F)(F)F)(F)F)(F)F)(F)F)(F)F)(F)F)(F)F)(CC1CO1)F